4-(3-(imidazo[1,5-a]pyridin-1-yl)piperidin-1-yl)-6-isopropylpyrimidin-2-amine C=1(N=CN2C1C=CC=C2)C2CN(CCC2)C2=NC(=NC(=C2)C(C)C)N